(Z)-propionic acid-3-hexenyl ester C(CC=CCC)OC(CC)=O